C[SiH](Cl)Cl monomethyl-dichlorosilane